FC(OC=1C=C(CN2C(=NC3=NC=C(C=C32)N3C=CC=2N=CN=C(C23)OC)C)C=CC1)F 1-(3-(difluoromethoxy)benzyl)-6-(4-methoxy-5H-pyrrolo[3,2-d]pyrimidin-5-yl)-2-methyl-1H-imidazo[4,5-b]pyridine